3-(3-chlorophenyl)-1,2,4-oxadiazole-5-carboxylic acid methyl ester COC(=O)C1=NC(=NO1)C1=CC(=CC=C1)Cl